2-(1-amino-4-(3-methoxy-2-methylphenyl)-3-phenyl-1H-pyrrol-2-yl)-2-oxoacetic acid ethyl ester C(C)OC(C(=O)C=1N(C=C(C1C1=CC=CC=C1)C1=C(C(=CC=C1)OC)C)N)=O